(3-fluoro-4-(methoxymethyl)phenyl)methylamine hydrochloride Cl.FC=1C=C(C=CC1COC)CN